O=C1OC2=C(N1C1C(NC(CC1)=O)=O)C=CC=C2C2CCNCC2 3-(2-oxo-7-(piperidin-4-yl)benzo[d]oxazol-3(2H)-yl)piperidine-2,6-dione